C(C)(=O)N1CCN(CC1)CC#CC1=CC2=C(OC[C@@H](C(N2C)=O)NC(C(=O)N[C@H](C)C2=CC=CC=C2)=O)C=C1 N1-((S)-7-(3-(4-acetylpiperazin-1-yl)prop-1-yn-1-yl)-5-methyl-4-oxo-2,3,4,5-tetrahydrobenzo[b][1,4]oxazepin-3-yl)-N2-((R)-1-phenylethyl)oxalamide